N-(5-(2-(6-(((1r,4r)-4-aminocyclohexyl)amino)pyridin-3-yl)ethyl)-6-methoxypyridin-2-yl)-2-chlorobenzenesulfonamide NC1CCC(CC1)NC1=CC=C(C=N1)CCC=1C=CC(=NC1OC)NS(=O)(=O)C1=C(C=CC=C1)Cl